methyl((4-(trifluoromethoxy)phenyl)imino)((6-(5-(trifluoromethyl)-1,2,4-oxadiazol-3-yl)imidazo[1,2-a]pyridin-2-yl)methyl)-λ6-sulfanone CS(=O)(CC=1N=C2N(C=C(C=C2)C2=NOC(=N2)C(F)(F)F)C1)=NC1=CC=C(C=C1)OC(F)(F)F